GLYCOLIC ACID CALCIUM CARBONATE C([O-])([O-])=O.[Ca+2].C(CO)(=O)O